C1(CC1)C=1OC(=NN1)N1[C@@H](C2=C(CC1)NC=N2)C2=NN1C(C(=CC=C1)F)=C2 (S)-2-cyclopropyl-5-(4-(4-fluoropyrazolo[1,5-a]pyridin-2-yl)-6,7-dihydro-1H-imidazo[4,5-c]pyridin-5(4H)-yl)-1,3,4-oxadiazole